ClC1=NC=C(C(=C1)N(C1CCC(CC1)O)C)I (1S,4S)-4-((2-chloro-5-iodopyridin-4-yl)(methyl)amino)cyclohexan-1-ol